4-(4-methyl-6-((5-methyl-1H-pyrazol-3-yl)amino)pyrimidin-2-yl)piperazine-1-carboxylic acid tert-butyl ester C(C)(C)(C)OC(=O)N1CCN(CC1)C1=NC(=CC(=N1)C)NC1=NNC(=C1)C